methyl 4-(benzyloxy)-3,5-dibromo-2,6-dimethoxybenzoate C(C1=CC=CC=C1)OC1=C(C(=C(C(=O)OC)C(=C1Br)OC)OC)Br